Butanediol bis(3-mercaptobutyrate) SC(CC(=O)OC(CCC)OC(CC(C)S)=O)C